FC1=CC=C(C=C1)C1=NC2=CC=CC=C2C(N1)=O (4-fluorophenyl)quinazolin-4(3H)-one